C(C)(C)(C)[Zn] tertiary butyl-zinc